NC1=C2N=CN(C2=NC=N1)C[C@@H](C)OCP(OCCSCCCCCCCCCCC1=CC=C(C=C1)C#CS(F)(F)(F)(F)F)(O)=O 2-((10-(4-((pentafluoro-λ6-sulfanyl)ethynyl)phenyl)decyl)thio)ethyl hydrogen ((((R)-1-(6-amino-9H-purin-9-yl)propan-2-yl)oxy)methyl)phosphonate